(R)-5-amino-3,3-difluoropiperidine-1-carboxylic acid tert-butyl ester C(C)(C)(C)OC(=O)N1CC(C[C@H](C1)N)(F)F